CN(CC1=CC(=CC=C1)C1=NN(C=C1)C1=NC(=NC(=C1)N1CCOCC1)OCCC=1C=NN(C1)C)C N,N-dimethyl-1-(3-(1-(2-(2-(1-methyl-1H-pyrazol-4-yl)ethoxy)-6-morpholinopyrimidin-4-yl)-1H-pyrazol-3-yl)phenyl)methanamine